C1(=CC=C(C=C1)N(C1=CC=C(C=C1)C=1C2=CC=CC=C2C=2C=CC=CC2C1)C=1C=C(C(=CC1)Br)C1=CC=C(C=C1)C1=CC=CC=C1)C1=CC=CC=C1 Biphenyl-4-yl-(6-bromo-[1,1':4',1'']Terphenyl-3-yl)-(4-phenanthren-9-yl-phenyl)-amine